tert-butyl {(2S)-1-(1,3-benzothiazol-2-yl)-1-oxo-3-[(3S)-2-oxopyrrolidin-3-yl]propan-2-yl}carbamate S1C(=NC2=C1C=CC=C2)C([C@H](C[C@H]2C(NCC2)=O)NC(OC(C)(C)C)=O)=O